(3S,4S)-2-(4-Methylbenzyl)-N-(4-(4-methylpiperazin-1-yl)phenyl)-1-oxo-3-(4-(trifluoromethyl)phenyl)-1,2,3,4-tetrahydroisochinolin-4-carboxamid CC1=CC=C(CN2C(C3=CC=CC=C3[C@@H]([C@H]2C2=CC=C(C=C2)C(F)(F)F)C(=O)NC2=CC=C(C=C2)N2CCN(CC2)C)=O)C=C1